3-tert-Butyl-1,2,4-oxadiazole-5-carboxylic acid {2-[2-(1-methyl-1H-pyrazol-4-ylamino)-pyrimidin-4-yl]-6,7,8,9-tetrahydro-5H-benzocyclohepten-5-yl}-amide CN1N=CC(=C1)NC1=NC=CC(=N1)C=1C=CC2=C(CCCCC2NC(=O)C2=NC(=NO2)C(C)(C)C)C1